1-(1-cyclopropyl-3-(hydroxymethyl)-1H-pyrazol-4-yl)-6-fluoro-2-methylquinolin-4(1H)-one C1(CC1)N1N=C(C(=C1)N1C(=CC(C2=CC(=CC=C12)F)=O)C)CO